O[C@@H]1C[C@H](N(C1)C(=O)OC(C)(C)C)COC1=C(C(=CC(=C1)C)OC(C)C)C(=O)OC tert-Butyl (2S,4R)-4-hydroxy-2-((3-isopropoxy-2-(methoxycarbonyl)-5-methylphenoxy)methyl)pyrrolidin-1-carboxylate